C1=CC=CC=2C3=CC=CC=C3C(C12)COC(N[C@H]1CN(C[C@@H](C1)F)C(=O)C=1C=C(C=2N(C1)N=C(C2C)C=2N(C1=CC(=CC=C1C2)C(C)=O)CC2CC2)OC)=O (9H-Fluoren-9-yl)methyl-((3R,5R)-1-(2-(6-acetyl-1-(cyclopropylmethyl)-1H-indol-2-yl)-4-methoxy-3-methylpyrazolo[1,5-a]pyridine-6-carbonyl)-5-fluoropiperidin-3-yl)carbamate